NC1=NC=2CCN(CC2C=C1)C(=O)OC(C)(C)C tert-butyl 2-amino-7,8-dihydro-5H-1,6-naphthyridine-6-carboxylate